6-fluoro-1,2,3,4-tetrahydro-9H-xanthen-9-one FC=1C=C2OC=3CCCCC3C(C2=CC1)=O